IC1=CC=2C(=NSN2)C=C1I 5,6-diiodobenzo[c][1,2,5]Thiadiazole